NC=1[C@H](COC1)C (3R)-4-amino-3-methyl-1,3-dihydrofuran